1-menthyl L-lactate C([C@@H](O)C)(=O)OC1(CCC(CC1)C(C)C)C